(2R,4s)-N-[1-(3-cyclopropyl-1,2,4-oxadiazol-5-yl)-2-methyl-propyl]-1-[(2R)-2-(4-cyclopropyltriazol-1-yl)-3,3-dimethyl-butyryl]-4-hydroxy-pyrrolidine-2-carboxamide C1(CC1)C1=NOC(=N1)C(C(C)C)NC(=O)[C@@H]1N(C[C@H](C1)O)C([C@@H](C(C)(C)C)N1N=NC(=C1)C1CC1)=O